CC1=C(SC=2N(C(N(C(C21)=O)CC(=O)O)=O)CCC2=CC=CC=C2)C(=O)OCCC 2-[5-methyl-2,4-dioxo-1-(2-phenylethyl)-6-(propoxycarbonyl)-1H,2H,3H,4H-thieno[2,3-d]pyrimidin-3-yl]acetic acid